FC1=CC=C2C(N3C(C2=C1)=CN=C3)C3C(C1(C3)CCOCC1)=O 2-(8-fluoro-5H-imidazo[5,1-a]isoindol-5-yl)-7-oxaspiro[3.5]nonan-1-one